C(C=C)[C@@H]1O[C@H](CC1=O)CCCO[Si](C1=CC=CC=C1)(C1=CC=CC=C1)C(C)(C)C (2S,5S)-2-allyl-5-(3-(tert-butyldiphenylsilyloxy)propyl)dihydrofuran-3(2H)-one